1-(4-methoxyphenyl)-1,2,4-triazole COC1=CC=C(C=C1)N1N=CN=C1